OC1CC(CC1)CC(=O)O 3-HYDROXY-CYCLOPENTYL-ACETIC ACID